N-(4-(4-amino-7-methyl-5-(4-(methyl-(pyrimidin-2-yl)amino)phenyl)-7H-pyrrolo[2,3-d]pyrimidin-6-yl)phenyl)acrylamide NC=1C2=C(N=CN1)N(C(=C2C2=CC=C(C=C2)N(C2=NC=CC=N2)C)C2=CC=C(C=C2)NC(C=C)=O)C